(2S,5S)-5-(hydroxymethyl)-2-methyl-4-(1-(quinoxalin-6-yl)ethyl)piperazine OC[C@H]1N(C[C@@H](NC1)C)C(C)C=1C=C2N=CC=NC2=CC1